2-methyl-N-(trans-1-oxo-3-thienyl)-benzamide CC1=C(C(=O)NC2=CS(C=C2)=O)C=CC=C1